ClC=1C=NN2C1N=C(N=C2NCC2=CC=C(C=C2)C2=NC=CC=C2)S(=O)C 8-chloro-2-(methylsulfinyl)-N-(4-(pyridin-2-yl)benzyl)pyrazolo[1,5-a][1,3,5]triazin-4-amine